N-Boc-N-methyl-valine C(=O)(OC(C)(C)C)N([C@@H](C(C)C)C(=O)O)C